tert-butyl 4-[4-[2-(dimethylcarbamoyl)-7-fluoro-6-[1-(3-pyrazol-1-ylpropanoyl)-3,6-dihydro-2H-pyridin-5-yl]-1H-indol-4-yl]-3-methyl-phenyl]piperidine-1-carboxylate CN(C(=O)C=1NC2=C(C(=CC(=C2C1)C1=C(C=C(C=C1)C1CCN(CC1)C(=O)OC(C)(C)C)C)C1=CCCN(C1)C(CCN1N=CC=C1)=O)F)C